tert-butyl 6-oxo-2,7-diazaspiro[4.4]nonane-2-carboxylate O=C1C2(CCN(C2)C(=O)OC(C)(C)C)CCN1